(2-methylpropanamido)benzamide CC(C(=O)NC1=C(C(=O)N)C=CC=C1)C